2,2-Bis-(4-methylaminophenyl)-propan CNC1=CC=C(C=C1)C(C)(C)C1=CC=C(C=C1)NC